C(C1=CC=CC=C1)OC1=NC(=CC=C1C1=NN(C2=CC(=CC=C12)N1C[C@@H](CC1)CN1CCN(CC1)C(=O)OC(C)(C)C)C)OCC1=CC=CC=C1 tert-butyl (S)-4-((1-(3-(2,6-bis(benzyloxy)pyridin-3-yl)-1-methyl-1H-indazol-6-yl)pyrrolidin-3-yl)methyl)piperazine-1-carboxylate